(9H-fluoren-9-yl)methyl methyl(2-(piperazin-1-yl)ethyl)carbamate hydrochloride Cl.CN(C(OCC1C2=CC=CC=C2C=2C=CC=CC12)=O)CCN1CCNCC1